C(C1=CC=CC=C1)[N+](CCCCCCCCCCCCCCCCCCCCCC)(C)C benzyl-dimethyl-behenyl-ammonium